C(C)N(CC)[Si](C)(C)C N,N-diethyl-trimethyl-silylamine